2-ethoxy-4-{2-[2-(4-methoxynaphthalene-1-sulfonamido)phenyl]-ethynyl}benzoic acid C(C)OC1=C(C(=O)O)C=CC(=C1)C#CC1=C(C=CC=C1)NS(=O)(=O)C1=CC=C(C2=CC=CC=C12)OC